ClC=1C(=NC=CC1)N1N=CC=C1C(=O)N (3-chloro-2-pyridinyl)-1H-pyrazole-5-amide